8-(3-methylmorpholino)-3-nitro-N-propylimidazo[1,2-a]pyridine-2-carboxamide CC1COCCN1C=1C=2N(C=CC1)C(=C(N2)C(=O)NCCC)[N+](=O)[O-]